OC1=CC(=CC=2OC3=CC=CC(=C3C(C12)=O)O)CCCCCCCCCCCCCCC 1,8-Dihydroxy-3-pentadecyl-9H-xanthen-9-one